C(C)(C)(C)C=1OC=C(N1)C(=O)NCC1=C(C=C(C=C1)C1=NC=NN2C1=CC(=C2)C2=CC=C(C=C2)CN2CCC(CC2)C2=CC=C(C=C2)NC2C(NC(CC2)=O)=O)C 2-tert-butyl-N-[[4-[6-[4-[[4-[4-[(2,6-dioxo-3-piperidyl)amino]phenyl]-1-piperidyl]methyl]phenyl]pyrrolo[2,1-f][1,2,4]triazin-4-yl]-2-methyl-phenyl]methyl]oxazole-4-carboxamide